N-[(6-{[(cyclohexyl-methyl)amino]methyl}imidazo[1,2-a]pyridin-2-yl)methyl]-7-methyl-4-oxo-4H-chromene-2-carboxamide C1(CCCCC1)CNCC=1C=CC=2N(C1)C=C(N2)CNC(=O)C=2OC1=CC(=CC=C1C(C2)=O)C